3,3-dimethyl-7-(4-(trifluoromethyl)phenyl)-1,2,3,4-Tetrahydroisoquinoline CC1(NCC2=CC(=CC=C2C1)C1=CC=C(C=C1)C(F)(F)F)C